3-Methoxyisoquinoline COC=1N=CC2=CC=CC=C2C1